C(#N)C1=C(C=CC(=N1)C1=C(C=C(C=C1)S(=O)(=O)NC1CC(C1)CO)C)F 4-(6-cyano-5-fluoropyridin-2-yl)-N-((1s,3s)-3-(hydroxymethyl)cyclobutyl)-3-methylbenzenesulfonamide